dicyclopentadienyl-formylphenol C1(C=CC=C1)C1=C(C(=C(C=C1)O)C=O)C1C=CC=C1